3-{3-methyl-1-[3-(4H-1,2,4-triazol-3-yl)-1,2,4-oxadiazol-5-yl]-butyl}-1-[3-(4-methyl-piperidin-1-yl)phenyl]-urea CC(CC(C1=NC(=NO1)C1=NN=CN1)NC(NC1=CC(=CC=C1)N1CCC(CC1)C)=O)C